NC1=C(C(=O)O)C=C(C=C1)N 2,5-Diaminobenzoic acid